C[C@H]1CC[C@H](CN1S(=O)(=O)C1=C(C(=C(C(=C1F)F)F)F)F)NC=1C2=C(N=CN1)NC=C2 N-((3R,6S)-6-methyl-1-((perfluorophenyl)sulfonyl)piperidin-3-yl)-7H-pyrrolo[2,3-d]pyrimidin-4-amine